5-methoxy-2,6-dimethyl-pyrimidine-4-carboxylic acid COC=1C(=NC(=NC1C)C)C(=O)O